CN1C2(N3C(=CC=C(C3=O)SC3=NC=NC=C3)C1=O)CCCCC2 methyl-6'-(pyrimidin-4-ylthio)-2'H-spiro[cyclohexane-1,3'-imidazo[1,5-a]pyridine]-1',5'-dione